O1CCC(CC1)CCOC1=CC=C(C=N1)CC(=O)O [6-(2-tetrahydropyran-4-ylethoxy)-3-pyridinyl]acetic acid